The molecule is an organic heteropentacyclic compound that is (5R)-5-ethyl-5-hydroxy-8-(quinolin-3-ylmethyl)-1,4,5,8-tetrahydrooxepino[3,4-c]pyridine-3,9-dione in which position 7 of the oxepinopyridine group has been joined to position 2 of the quinoline ring by a single bond. A semisynthetic analogue of camptothecin, it is an inhibitor of topoisomerase I. It has a role as an EC 5.99.1.2 (DNA topoisomerase) inhibitor and an antineoplastic agent. It is an organic heteropentacyclic compound, an epsilon-lactone, an organonitrogen heterocyclic compound and a tertiary alcohol. CC[C@]1(CC(=O)OCC2=C1C=C3C4=NC5=CC=CC=C5C=C4CN3C2=O)O